N1(CCOCC1)C1=CC=C(C(=O)O)C=C1 4-(4-morpholinyl)benzoic acid